ClC1=CC=C2C=CN(C2=C1)C(C(=O)O)(C)C 2-(6-chloro-1H-indol-1-yl)-2-methylpropanoic acid